C(CCC)[C@]1(CS(C2=C(N(C1)C1=CC=C(C=C1)F)C=C(C(=C2)OC[C@@H](C(=O)O)O)SC)(=O)=O)C (S)-3-(((R)-3-butyl-5-(4-fluorophenyl)-3-methyl-7-(methylsulfanyl)-1,1-dioxo-2,3,4,5-tetrahydro-1,5-benzothiazepin-8-yl)oxy)-2-hydroxypropionic acid